3-{2-[1-(cyclopropylmethyl)-1H-pyrrolo[2,3-b]pyridin-2-yl]-1-methyl-1H-1,3-benzodiazole-5-carbonyl}-3,6,7-triazabicyclo[3.2.1]octane-6,7-dicarboxylic acid 6,7-dibenzyl ester C(C1=CC=CC=C1)OC(=O)N1C2CN(CC(N1C(=O)OCC1=CC=CC=C1)C2)C(=O)C2=CC1=C(N(C(=N1)C1=CC=3C(=NC=CC3)N1CC1CC1)C)C=C2